6-(6-Cyclobutoxy-pyridin-2-yl)-naphthalene-2-carboxylic acid methyl ester COC(=O)C1=CC2=CC=C(C=C2C=C1)C1=NC(=CC=C1)OC1CCC1